COC(=O)C1=C(N=C2N1NCCC2C2CN(CC2)C(=O)OC(C)(C)C)C2=CC=C(C=C2)OC2=CC=CC=C2 8-(1-(tert-Butoxycarbonyl)pyrrolidin-3-yl)-2-(4-phenoxyphenyl)-5,6,7,8-tetrahydroImidazo[1,2-b]Pyridazine-3-carboxylic acid methyl ester